N-[(1R,3S)-3-{[2-(trifluoromethyl)quinolin-4-yl]amino}cyclohexyl]-4H,5H,6H,7H-pyrazolo[1,5-a]pyridine-2-carboxamide FC(C1=NC2=CC=CC=C2C(=C1)N[C@@H]1C[C@@H](CCC1)NC(=O)C1=NN2C(CCCC2)=C1)(F)F